COC1=C2CCN(C2=CC=C1)C(C)=O 1-(4-methoxy-2,3-Dihydro-1H-indol-1-yl)ethan-1-one